C(C(O)C(O)C(=O)[O-])(=O)[O-] tartaric acid anion